3-(4-((4-(4'-chloro-5,5-dimethyl-3,4,5,6-tetrahydro-[1,1'-biphenyl]-2-carbonyl)piperazin-1-yl)methyl)-1-oxoisoindolin-2-yl)piperidine-2,6-dione ClC1=CC=C(C=C1)C1=C(CCC(C1)(C)C)C(=O)N1CCN(CC1)CC1=C2CN(C(C2=CC=C1)=O)C1C(NC(CC1)=O)=O